1-(2-chloro-3-iodophenyl)-1H-pyrazole ClC1=C(C=CC=C1I)N1N=CC=C1